acetylenedicarboxylic acid monopotassium salt [K+].C(#CC(=O)O)C(=O)[O-]